BrC1=C(C=CC(=N1)N(C(C(C)(C)C)=O)CC)C N-(6-Bromo-5-methylpyridin-2-yl)-N-ethylpivalamide